FC=1C=C2C(C(NC2=CC1)=O)C=O 5-FLUORO-2-OXOINDOLINE-3-CARBALDEHYDE